CS(=O)(=O)N1C2CN(CC1CC2)C2=C1C(=NC(=C2)NC(=O)C2CC2)NC=C1 N-(4-(8-(methylsulfonyl)-3,8-diazabicyclo[3.2.1]oct-3-yl)-1H-pyrrolo[2,3-b]pyridin-6-yl)cyclopropylcarboxamide